ClC1=C2N=C(C=NC2=CC=C1C1=NNC2=NC(=C(N=C21)C)N2[C@H]1[C@H]([C@H](C[C@@H]2CC1)N)F)N1CCOCC1 (1R,2S,3S,5S)-8-{3-[5-chloro-3-(morpholin-4-yl)quinoxalin-6-yl]5-methyl-1H-pyrazolo[3,4-b]pyrazin-6-yl}-2-fluoro-8-azabicyclo[3.2.1]octan-3-amine